ClC1=C(C=C(O[C@H](C(=O)OC)C)C=C1)C (S)-Methyl 2-(4-chloro-3-methylphenoxy)propanoate